6-oxo-5-phenylpyran O=C1C(=CC=CO1)C1=CC=CC=C1